(1S,3S)-N1-(5-(2-Fluoro-6-methoxyphenyl)pyridin-2-yl)-N3-(6-methyl-1,2,4-triazin-3-yl)cyclopentane-1,3-diamine FC1=C(C(=CC=C1)OC)C=1C=CC(=NC1)N[C@@H]1C[C@H](CC1)NC=1N=NC(=CN1)C